2-(chloromethyl)-6-cyclopropyl-5-methylimidazo[1,2-a]pyridine ClCC=1N=C2N(C(=C(C=C2)C2CC2)C)C1